The molecule is an amino disaccharide that is 2-amino-2-deoxy-beta-D-glucopyranose and 2-amino-2-deoxy-D-glucopyranose joined in sequence by a (1->3) glycosidic bond. It is an amino disaccharide and a primary amino compound. C([C@@H]1[C@H]([C@@H]([C@H]([C@@H](O1)O[C@H]2[C@@H]([C@H](OC([C@@H]2N)O)CO)O)N)O)O)O